IC1=CN(C=2N=CN=C(C21)N2[C@H](CN(CC2)C(=O)OC(C)(C)C)C)C2=CC(=C(C(=C2)F)F)F tert-Butyl (S)-4-(5-iodo-7-(3,4,5-trifluorophenyl)-7H-pyrrolo[2,3-d]pyrimidin-4-yl)-3-methylpiperazine-1-carboxylate